ClC1=CC(=C2C(=N1)C(=NN2C2CC2)N2C(C1=CC=CC=C1C2=O)=O)CN2CCCC2 2-(5-chloro-1-cyclopropyl-7-(pyrrolidin-1-ylmethyl)-1H-pyrazolo[4,3-b]pyridin-3-yl)isoindoline-1,3-dione